CC1(OCC(O1)CC)C1=C(C=C(C=C1)OC1=CC=C(C=C1)Cl)Cl 2-methyl-2-[2-chloro-4-(4-chlorophenoxy)phenyl]-4-ethyl-1,3-dioxolane